N-(6-chloro-8-methyl-1-isoquinolyl)-4-(1-ethyltriazol-4-yl)-2-fluoro-N-[(3R)-3-piperidyl]benzamide ClC=1C=C2C=CN=C(C2=C(C1)C)N(C(C1=C(C=C(C=C1)C=1N=NN(C1)CC)F)=O)[C@H]1CNCCC1